ClC1=C(C=CC=C1C1=C(C(=NC=C1)C=1C=NC(=C(C1)OC)CNC1CCC(CC1)O)Cl)C1=CC=C(C(=N1)OC)CN1CC2(C1)CNC(C2)=O 2-((6-(2-chloro-3-(3-chloro-6'-((((1s,4r)-4-hydroxycyclohexyl)amino)methyl)-5'-methoxy-[2,3'-bipyridin]-4-yl)phenyl)-2-methoxypyridin-3-yl)methyl)-2,6-diazaspiro[3.4]octan-7-one